C(C)C(CO)(CC)O 2-ethylbutane-1,2-diol